aminotriazolopyridine NC1=NC2=C(C=C1)NN=N2